4-chloro-5-(3,6-dihydro-2H-pyran-4-yl)-2-fluoroaniline ClC1=CC(=C(N)C=C1C=1CCOCC1)F